(R)-3-(1-((3-chloro-7-fluoro-6-(2-(2-hydroxypropan-2-yl)pyrimidin-5-yl)-2-methyl-1,5-naphthyridin-4-yl)amino)ethyl)-4-fluorobenzonitrile ClC=1C(=NC2=CC(=C(N=C2C1N[C@H](C)C=1C=C(C#N)C=CC1F)C=1C=NC(=NC1)C(C)(C)O)F)C